C(C)(C)(C)OC(=O)N1C[C@H]2C([C@H]2C1)C1=NOC(=C1C1=NC=CC=C1)C (1R,5S,6r)-6-[5-methyl-4-(2-pyridyl)-1,2-oxazol-3-yl]-3-azabicyclo[3.1.0]hexane-3-carboxylic acid tert-butyl ester